cinnamyl acetate (cinnamyl acetate) C(C=CC1=CC=CC=C1)CC(=O)O.C(C)(=O)OCC=CC1=CC=CC=C1